tert-butyl 9-[4-(2,6-dioxo-3-piperidyl)phenyl]-3,9-diazaspiro[5.5]undecane-3-carboxylate O=C1NC(CCC1C1=CC=C(C=C1)N1CCC2(CCN(CC2)C(=O)OC(C)(C)C)CC1)=O